(3R)-3-aminopyrrolidin N[C@H]1CNCC1